FC1=CC2=C(N=C(O2)C2CC3(CC(C3)NC(=O)C=3OC(=CC3)C(F)(F)F)C2)C=C1 N-[6-(6-Fluoro-1,3-benzoxazol-2-yl)spiro[3.3]heptan-2-yl]-5-(trifluoromethyl)furan-2-carboxamide